4-((6-(1-methyl-1H-pyrazol-4-yl)isoquinolin-3-yl)carbamoyl)piperidin-1-ium 2,2,2-trifluoroacetate FC(C(=O)[O-])(F)F.CN1N=CC(=C1)C=1C=C2C=C(N=CC2=CC1)NC(=O)C1CC[NH2+]CC1